5-bromo-2-(methylsulfinyl)-6-(1H-pyrazol-1-yl)pyrimidin-4-amine BrC=1C(=NC(=NC1N1N=CC=C1)S(=O)C)N